C1(CC1)C1C(C1)C=1C=CC(=C(O\C(\C(=O)OC)=C/O)C1)C methyl (Z)-2-[5-(2-cyclopropylcyclopropyl)-2-methyl-phenoxy]-3-hydroxy-prop-2-enoate